FC1=C(OC2=CC(=NC=C2)C(=O)NCCC)C=CC(=C1)NC(=O)C=1N=NN(C1C)C1=CC=C(C=C1)F 4-(2-fluoro-4-(1-(4-fluorophenyl)-5-methyl-1H-1,2,3-triazole-4-carboxamido)phenoxy)-N-propylpicolinamide